(S)-1-(2-Fluoro-5-(((R)-tetrahydrofuran-3-yl)oxy)phenyl)ethanamine hydrochloride Cl.FC1=C(C=C(C=C1)O[C@H]1COCC1)[C@H](C)N